FC1=C2C(NC(=NC2=CC(=C1)NC1CCC(CC1)N1CCOCC1)CSC1CCOCC1)=O 5-Fluoro-7-((4-morpholinocyclohexyl)amino)-2-(((tetrahydro-2H-pyran-4-yl)thio)methyl)quinazolin-4(3H)-one